N1(CCC1)C=1OC2=C(C=C(C=C2C(C1)=O)C)C(C)O 2-(azetidin-1-yl)-8-(1-hydroxyethyl)-6-methyl-chromen-4-one